ClC1=C(C=CC=C1)C=1N=C(NC1C)CC1=CSC=C1 4-(2-chlorophenyl)-5-methyl-2-(3-thienylmethyl)imidazole